4-(chloromethyl)phenyl-trimethoxysilane ClCC1=CC=C(C=C1)[Si](OC)(OC)OC